O(C1=CC=CC=C1)CC(=O)N1CCN(CC1)C(=O)[C@H]1[C@@H](C1)C1=CC=CC=C1 2-phenoxy-1-(4-(trans-2-phenylcyclopropanecarbonyl)piperazin-1-yl)ethanone